ClC1=CC=C(CSSCC2=CC=C(C=C2)C2N=C(OC2)C2=C(C=CC=C2F)F)C=C1 4-(4-(((4-Chlorobenzyl)disulfaneyl)methyl)phenyl)-2-(2,6-difluorophenyl)-4,5-dihydrooxazole